2-(4-((6,7-dimethoxyquinolin-4-yl)oxy)-2-fluorophenyl)-2-oxoacetic acid COC=1C=C2C(=CC=NC2=CC1OC)OC1=CC(=C(C=C1)C(C(=O)O)=O)F